2-(methoxymethyl)-N-(quinolin-8-yl)-6-({[2-(trifluoromethyl)phenyl]carbonyl}amino)-1H-benzimidazole-4-carboxamide COCC1=NC2=C(N1)C=C(C=C2C(=O)NC=2C=CC=C1C=CC=NC21)NC(=O)C2=C(C=CC=C2)C(F)(F)F